ClC1=NC(=NC(=C1OC1=C(C=CC=C1)OC)Cl)C1=NC=CC=N1 4,6-dichloro-5-(2-methoxy-phenoxy)-2,2'-bipyrimidine